dimethyl-(octoxy)silane C[SiH](OCCCCCCCC)C